2,6-dimethoxybenzyl-4-pyrone COC1=C(CC=2OC=CC(C2)=O)C(=CC=C1)OC